ethyl (e)-oct-2-enoate C(\C=C\CCCCC)(=O)OCC